ClC1=C(C=C(N[C@H](C)C2=CC(=CC=3C(C(=C(OC32)C3=CC=CC=C3)C)=O)C)C=C1)F 8-[(1R)-1-(4-chloro-3-fluoro-anilino)ethyl]-3,6-dimethyl-2-phenyl-benzopyran-4-one